FC=1C=CC(=C(C1)CC)OCC(=C)CO 1-(5-fluoro-2-((2-(hydroxymethyl)allyl)oxy)phenyl)ethan